C1(=CC=CC=C1)N1C(=NN=C1C=1C=NC=CC1)SCC(=O)NC=1SC2=C(C1C(=O)N)CCCC2 2-(2-{[4-phenyl-5-(pyridin-3-yl)-4H-1,2,4-triazol-3-yl]sulfanyl}acetamido)-4,5,6,7-tetrahydro-1-benzothiophene-3-carboxamide